ClC1=C(C(=CC=C1)Cl)N=S(=O)(C1=C(N=C2N1C=C(C=C2)C2=NOC(=N2)C(F)(F)F)C)C ((2,6-dichlorophenyl)imino)(methyl)(2-methyl-6-(5-(trifluoromethyl)-1,2,4-oxadiazol-3-yl)imidazo[1,2-a]pyridin-3-yl)-λ6-sulfanone